(1R,3R,4R)-3-hydroxy-4-methylcyclohexyl-carbamic acid tert-butyl ester C(C)(C)(C)OC(N[C@H]1C[C@H]([C@@H](CC1)C)O)=O